1-((2,6-dichloropyridin-4-yl)methyl)piperazine ClC1=NC(=CC(=C1)CN1CCNCC1)Cl